(3-oxo-3H-phenoxazin-2-yl)benzamide tert-butyl-4-(6-aminopyridazin-3-yl)-3,6-dihydropyridine-1(2H)-carboxylate C(C)(C)(C)OC(=O)N1CCC(=CC1)C=1N=NC(=CC1)N.O=C1C(=CC2=NC3=CC=CC=C3OC2=C1)C1=C(C(=O)N)C=CC=C1